4-[(3-fluoro-2-pyridyl)sulfanyl]-6-[5-methyl-1-[(3S)-3-piperidyl]pyrazol-4-yl]pyrazolo[1,5-a]pyridine-3-carbonitrile FC=1C(=NC=CC1)SC=1C=2N(C=C(C1)C=1C=NN(C1C)[C@@H]1CNCCC1)N=CC2C#N